N-methyl-N-(1-((S)-1-tritylaziridine-2-carbonyl)azetidine-3-carbonyl)-L-valine CN([C@@H](C(C)C)C(=O)O)C(=O)C1CN(C1)C(=O)C1[N@](C1)C(C1=CC=CC=C1)(C1=CC=CC=C1)C1=CC=CC=C1